FC(C=1C=C(C=CC1)C1CCN(CC1)C=1SC2=C(N1)C=CC(=C2)C(=O)O)(F)F 2-(4-(3-(trifluoromethyl)phenyl)piperidin-1-yl)benzo[d]thiazole-6-carboxylic acid